2-((3-(3-cyclobutyl-6a,7,9,10-tetrahydropyrazino[1,2-d]pyrido[3,2-b][1,4]oxazin-8(6H)-yl)-3-oxopropoxy)methyl)azetidin C1(CCC1)C1=CC=2OCC3N(C2N=C1)CCN(C3)C(CCOCC3NCC3)=O